C(C)C1CC2=CC3=CC=CC=C3C=C2CC1 tetrahydro-2-ethyl-anthracene